3-(6-fluoropyridin-3-yl)acrylamide FC1=CC=C(C=N1)C=CC(=O)N